tert-butyl 4-(6-(5-cyanopyrazin-2-ylamino)-3-(methylcarbamoyl)pyridazin-4-ylamino)azepane-1-carboxylate C(#N)C=1N=CC(=NC1)NC1=CC(=C(N=N1)C(NC)=O)NC1CCN(CCC1)C(=O)OC(C)(C)C